3-(1,4-Dimethyl-1H-benzotriazol-5-yl)-3-(7-{[(2R,5R)-2-ethyl-5-methyl-2,3-dihydropyrido[2,3-f][1,4]oxazepin-4(5H)-yl]methyl}-1-benzothiophen-5-yl)propanoic acid CN1N=NC2=C1C=CC(=C2C)C(CC(=O)O)C=2C=C(C1=C(C=CS1)C2)CN2C[C@H](OC1=C([C@H]2C)N=CC=C1)CC